COC(=O)C=1C(=CC(=C(C1)F)Cl)C1=CC=C(C=C1)C=C 5-chloro-4-fluoro-4'-vinyl-[1,1'-biphenyl]-2-carboxylic acid methyl ester